(6aS,10aS)-6,6,9-trimethyl-3-phenethyl-6a,7,8,10a-tetrahydro-6H-benzo[c]chromen-1-ol CC1(OC=2C=C(C=C(C2[C@@H]2[C@@H]1CCC(=C2)C)O)CCC2=CC=CC=C2)C